C(C1=CC=CC=C1)N1C2=NC=NC(=C2N=C1C1=C(C=C(OCCN2CCN(CC2)C(C)=O)C=C1)Cl)OC1(CC1)C 1-(4-(2-(4-(9-benzyl-6-(1-methylcyclopropoxy)-9H-purin-8-yl)-3-chlorophenoxy)ethyl)piperazin-1-yl)ethan-1-one